COC(C1=C(C(=CC(=C1)Cl)OC)SCC1=CC=CC=C1)=O (benzylsulfanyl)-5-chloro-3-methoxybenzoic acid methyl ester